(R/S)-1-(3,3-difluoro-1-(methyl-d3)piperidin-4-yl)-8-(6-methoxypyridin-3-yl)-3-methyl-1,3-dihydro-2H-imidazo[4,5-c]quinolin-2-one FC1(CN(CC[C@H]1N1C(N(C=2C=NC=3C=CC(=CC3C21)C=2C=NC(=CC2)OC)C)=O)C([2H])([2H])[2H])F |r|